2-methoxy-4-(pyrimidin-2-yl)aniline COC1=C(N)C=CC(=C1)C1=NC=CC=N1